CC1=NN(C=2C1=NC(=CC2NCC=2N=NN(N2)C)C=2C(=NC=CC2)OCCC)[C@@H](CC)C (R)-3-methyl-1-[1-methylpropyl]-N-[(2-methyltetrazol-5-yl)methyl]-5-(2-propoxy-3-pyridinyl)pyrazolo[4,3-b]pyridin-7-amine